5,7-dihydroxy-4'-methoxyisoflavone OC1=C2C(C(=COC2=CC(=C1)O)C1=CC=C(C=C1)OC)=O